(Z)-3-((1H-imidazol-5-yl)methylene)-5-((5-fluoro-2-methoxybenzyl)amino)indolin-2-one N1C=NC=C1\C=C\1/C(NC2=CC=C(C=C12)NCC1=C(C=CC(=C1)F)OC)=O